6-(3-carboxy-4-methylphenyl)-3-pyridinecarboxylic acid C(=O)(O)C=1C=C(C=CC1C)C1=CC=C(C=N1)C(=O)O